FC=1C=CC(=C(C1)CC(=O)NC1=CCN(C=C1)C1(COCC1)CO)O 4-[[2-(5-Fluoro-2-hydroxyphenyl)acetyl]amino]-N-[3-(hydroxymethyl)tetrahydrofuran-3-yl]pyridin